4-chloronicotinic acid ClC1=CC=NC=C1C(=O)O